CC(CCC(=O)C(C(=O)[O-])SC)C dimethylbutyryl-S-methylthioglycolate